BrC1=C(CS(=O)(=O)C2=CC3=C(S\C(\C(N3)=O)=C/C3=C(C=C(C=C3OC)OC)OC)C=C2)C(=CC=C1)Br (Z)-6-((2,6-dibromobenzyl)sulfonyl)-2-(2,4,6-trimethoxybenzylidene)-2H-benzo[b][1,4]thiazin-3(4H)-one